(E)-N-Cyclopropyl-3-(3-(2,2-dimethylmorpholino)-3-oxoprop-1-en-1-yl)-7-hydroxy-4-isobutyl-5-oxo-4,5-dihydropyrazolo[1,5-a]pyrimidine-6-carboxamide C1(CC1)NC(=O)C=1C(N(C=2N(C1O)N=CC2\C=C\C(=O)N2CC(OCC2)(C)C)CC(C)C)=O